C(CCCCCCCCC)N(C([O-])=O)CCCCCCCCCC N,N-didecylcarbamate